F[C@H]1C[C@@H](N(C1)C(=O)OC(C)(C)C)C1=CC(=CC(=C1)F)SC tert-butyl (2R,4S)-4-fluoro-2-[5-fluoro-3-(methylsulfanyl)phenyl]pyrrolidine-1-carboxylate